F[C@H]1[C@@H](CNCC1)OC=1C=C2CN(C(C2=CC1)=O)C1C(NC(CC1)=O)=O |o1:2| 3-(5-(((3R*,4R)-4-fluoropiperidin-3-yl)oxy)-1-oxoisoindolin-2-yl)piperidine-2,6-dione